N-(4-(chloromethyl)thiazol-2-yl)-2-ethoxybenzamide ClCC=1N=C(SC1)NC(C1=C(C=CC=C1)OCC)=O